Tert-butyl N-[(8-chloro-5-vinyl-6-quinolinyl) methyl]-N-methyl-carbamate ClC=1C=C(C(=C2C=CC=NC12)C=C)CN(C(OC(C)(C)C)=O)C